3-(trifluoromethyl)-6,6a,7,8,9,10-hexahydrodipyrido[3,2-b:1',2'-d][1,4]oxazin FC(C1=CC=2OCC3N(C2N=C1)CCCC3)(F)F